ClC=1C=CC2=C(C(CC(O2)C(=O)NC2CCC(CC2)NC(COC2=CC(=C(C=C2)Cl)F)=O)=O)C1 6-chloro-N-{(1r,4r)-4-[2-(4-chloro-3-fluorophenoxy)acetamido]cyclohexyl}-4-oxo-3,4-dihydro-2H-1-benzopyran-2-carboxamide